C1(=CC=CC=C1)P(OC(C1=C(C(=C(C=C1C)C)CC)C)=O)=O Ethyl-(2,4,6-trimethylbenzoyl) phenylphosphinat